C1C(CC12CCOCC2)N(C2=C(C=C(C=C2)S(=O)(=O)N)[N+](=O)[O-])C 4-(7-oxaspiro[3.5]nonan-2-yl-methylamino)-3-nitrobenzenesulfonamide